5-CHLOROPYRIMIDINE-2-CARBALDEHYDE ClC=1C=NC(=NC1)C=O